methyl 3-(4-hydroxyphenyl)isonicotinate OC1=CC=C(C=C1)C1=C(C(=O)OC)C=CN=C1